5-(3-(4-((3-(cyanomethyl)-5-(trifluoromethoxy)benzyl)amino)butoxy)azetidin-1-yl)benzo[c][2,6]naphthyridine-8-carboxamide C(#N)CC=1C=C(CNCCCCOC2CN(C2)C2=NC3=C(C4=CN=CC=C24)C=CC(=C3)C(=O)N)C=C(C1)OC(F)(F)F